(Z)-2-azido-3-(2-cyclopentylthiazol-5-yl)prop-2-enoic acid ethyl ester C(C)OC(/C(=C/C1=CN=C(S1)C1CCCC1)/N=[N+]=[N-])=O